ClC1=C(N(C2=NC=CC(=C21)OC2=CC(=C(C=C2)NC(OCCCC)=O)F)COCC[Si](C)(C)C)C BUTYL (4-((3-CHLORO-2-METHYL-1-((2-(TRIMETHYLSILYL)ETHOXY)METHYL)-1H-PYRROLO[2,3-B]PYRIDIN-4-YL)OXY)-2-FLUOROPHENYL)CARBAMATE